difluoro-N-(4-((5-fluoro-4-(3-(3-oxomorpholino)phenyl)pyrimidin-2-yl)amino)cyclohexyl)-[1,4'-bipiperidine]-4-carboxamide FC1(N(CCC(C1)C(=O)NC1CCC(CC1)NC1=NC=C(C(=N1)C1=CC(=CC=C1)N1C(COCC1)=O)F)C1CCNCC1)F